[Cl-].[Cl-].C1(=CC=CC=C1)C(C1=CC=CC=C1)=[Zr+2](C1C2=CC(=CC=C2C=2C=CC(=CC12)N(CC1=CC=CC=C1)CC1=CC=CC=C1)CC)C1C=CC=C1 diphenylmethylene(cyclopentadienyl)(2-(dibenzylamino)-7-ethyl-9-fluorenyl)zirconium dichloride